N-(5-(4-acetylpiperazin-1-yl)pyridin-2-yl)-2-(2'-fluoro-3-methyl-2,4'-bipyridin-5-yl)acetamide C(C)(=O)N1CCN(CC1)C=1C=CC(=NC1)NC(CC=1C=C(C(=NC1)C1=CC(=NC=C1)F)C)=O